(R)-N-((R)-1-(3-cyclopropyl-6,7-difluoro-4-oxo-2-(tetrahydro-2H-pyran-4-yl)-3,4-dihydroquinazolin-8-yl)ethyl)-2-methylpropane-2-sulfinamide C1(CC1)N1C(=NC2=C(C(=C(C=C2C1=O)F)F)[C@@H](C)N[S@](=O)C(C)(C)C)C1CCOCC1